C1(CCCCC1)OC(=O)C1=CC=CC=C1 cyclohexylbenzeneAt